C1(=C=C=C=C=CCC1)O[Si](C)(C)C (cyclooctatetraen-1-en-1-yloxy)trimethylsilane